6-ETHOXY-N-(2-FLUORO-4-(TRIFLUOROMETHOXY)PHENYL)-[1,2,5]OXADIAZOLO[3,4-B]PYRAZIN-5-AMINE C(C)OC=1C(=NC=2C(N1)=NON2)NC2=C(C=C(C=C2)OC(F)(F)F)F